FC1=C(C(=CC(=C1)OC)F)C1=C(C(N(N1C)C1=NC(=CC=C1C(F)(F)F)S(=O)(=O)C)=O)NC(C1=CC=C(C=C1)OC(F)F)=O N-(5-(2,6-difluoro-4-methoxyphenyl)-1-methyl-2-(6-(methylsulfonyl)-3-(trifluoromethyl)pyridin-2-yl)-3-oxo-2,3-dihydro-1H-pyrazol-4-yl)-4-(difluoromethoxy)benzamide